CNC=1C(=NC=CC1)C#N 3-(methylamino)picolinonitrile